ONC(=O)C1=NC=C(C(=C1O)CO)COC1=CC(=C(C=C1)F)Cl 5-(3-chloro-4-fluoro-phenoxymethyl)-3-hydroxy-4-hydroxymethyl-pyridine-2-carboxylic acid hydroxyamide